C(C)C12CC3(CC(CC(C1)C3)(C2)C(=O)O)C(=O)O 5-ethyladamantane-1,3-dicarboxylic acid